FC(S(=O)(=O)NCCCC1=C(C=CC=C1C#C[Si](C(C)C)(C(C)C)C(C)C)Cl)(F)F trifluoromethanesulfonyl-(3-(2-chloro-6-((triisopropylsilyl)ethynyl)phenyl))propylamine